C(#N)C=1C=C(C=CC1)C=1N=C(SC1C1=CC(=NC(=C1)C)C)NC(=O)N1CCC2(C(NC(N2)=O)=O)CC1 N-[4-(3-cyanophenyl)-5-(2,6-dimethyl-4-pyridyl)thiazol-2-yl]-2,4-dioxo-1,3,8-triazaspiro[4.5]decane-8-carboxamide